(4-methoxybenzyl)-2,3-dihydro-1H-cyclopenta[c]quinolin-4-amine COC1=CC=C(CC2CCC=3C(=NC=4C=CC=CC4C32)N)C=C1